7-(2-((7-chloro-1,2,3,4-tetrahydroisoquinolin-6-yl)amino)-5-(trifluoromethyl)pyrimidin-4-yl)-3,4-dihydrothieno[3,2-f][1,4]oxazepin-5(2H)-one ClC1=C(C=C2CCNCC2=C1)NC1=NC=C(C(=N1)C1=CC=2C(NCCOC2S1)=O)C(F)(F)F